ClC=1C=C2C=C(C(NC2=CC1)=O)[C@H](C)NC1=CC=C(NC1=O)C#N 5-{[(1S)-1-(6-chloro-2-oxo-1,2-dihydroquinolin-3-yl)ethyl]amino}-6-oxo-1,6-dihydropyridine-2-carbonitrile